CN1CC(C(=C(C1)C)NC(OC(C)(C)C)=O)C tert-butyl N-(1,3,5-trimethyl-3,6-dihydro-2H-pyridin-4-yl)carbamate